C1(CC1)C#CC=1N=NC=C(C1C(=O)OC)OC1=CC(=CC=C1)C1CC1 methyl 3-(2-cyclopropylethynyl)-5-(3-cyclopropylphenoxy)pyridazine-4-carboxylate